3-methyl-5-(5-(trifluoromethyl)-1,2,4-oxadiazol-3-yl)pyridinecarbaldehyde CC=1C(=NC=C(C1)C1=NOC(=N1)C(F)(F)F)C=O